FC1=C(C(=CC=C1)OC)B1OC(C(O1)(C)C)(C)C 2-(2-fluoro-6-methoxyphenyl)-4,4,5,5-tetramethyl-1,3,2-dioxaborolane